methyl cis-3-(hydroxymethyl)tetrahydro-1H-pyrrolizin-7a(5H)-formate OC[C@@H]1CC[C@]2(CCCN12)C(=O)OC